2-(2,3,4-trihydroxyphenyl)-2-(2',3',4'-trihydroxyphenyl)propane OC1=C(C=CC(=C1O)O)C(C)(C)C1=C(C(=C(C=C1)O)O)O